FC1(CC12CC(C2)NC(OCC2=CC=CC=C2)=O)F Benzyl ((3r,5r)-1,1-difluorospiro[2.3]hexan-5-yl)carbamate